(-)-1,2-Di-o-tolylethan-1-ol C1(=C(C=CC=C1)C(CC1=C(C=CC=C1)C)O)C